C(=O)NC1=C(C=CC=C1)C1=CC=CC=C1 2-formamidobiphenyl